C(=CC=CCCCC)C(CC=CO)(C=CCCCCCCCCCCCCCCCCC)O 4-[(9z,12z)-octadienyl]-(13z,16z)-tricosandiene-1,4-diol